C(C)(=O)C1CCC(CC1)N1C(C=2C(C(=C1)I)=NN(C2)COCC[Si](C)(C)C)=O 5-(4-acetylcyclohexyl)-7-iodo-2-{[2-(trimethylsilyl)ethoxy]methyl}-2H,4H,5H-pyrazolo[4,3-c]pyridin-4-one